6-bromo-2-((2-chloro-5-fluorophenyl)methyl)-3-fluoro-N-methylaniline BrC1=CC=C(C(=C1NC)CC1=C(C=CC(=C1)F)Cl)F